tin-silver alloyl-tin C(C=C)(=O)[Sn].[Ag].[Sn]